di-sec-butylphenol CCC(C)C1=C(C(=CC=C1)C(C)CC)O